4-acetyloxaininopyrimidine C(C)(=O)C1=NC=NC2=C1OCC=C2